5-isopropyl-2-methyl-cyclohexa-1,3-diene C(C)(C)C1C=CC(=CC1)C